benzyl N-(3-{3-[methyl({[(1r,4r)-4-{5-[6-(1,1-difluoroethyl)pyridine-2-amido]-6-methoxy-2H-indazol-2-yl}cyclohexyl]methyl})amino]propoxy}propyl)carbamate CN(CCCOCCCNC(OCC1=CC=CC=C1)=O)CC1CCC(CC1)N1N=C2C=C(C(=CC2=C1)NC(=O)C1=NC(=CC=C1)C(C)(F)F)OC